dihydroxy-4,4-dimethoxybenzophenone OC1C(=C(C(=O)C2=CC=CC=C2)C=CC1(OC)OC)O